C(CC)C1=NC(=NN1)C1=NC2=CC=C(C=C2C(=C1)N)C=1C=NNC1 5-propyl-1H-1,2,4-triazol-3-yl-6-(1H-pyrazol-4-yl)quinolin-4-amine